4-((5-Fluoro-4-(6-phenylimidazo[1,2-a]pyridin-3-yl)pyrimidin-2-yl)amino)cyclohexan-1-sulfonamid FC=1C(=NC(=NC1)NC1CCC(CC1)S(=O)(=O)N)C1=CN=C2N1C=C(C=C2)C2=CC=CC=C2